ClC=1C=C(C(=NC1)C)N[C@@H](C)C1=CC=C(S1)C(=O)N[C@H](C(=O)NC1CCS(CC1)(=O)=O)CC1CCCC1 (2S)-2-({5-[(1S)-1-[(5-chloro-2-methylpyridin-3-yl)amino]ethyl]thiophen-2-yl}formamido)-3-cyclopentyl-N-(1,1-dioxo-1λ6-thian-4-yl)propanamide